C(C1=CC(=O)NC(=O)N1)(=O)O.N1=CC=CC(=C1)C1N(C)CCC1 nicotine mono-orotate